[H-].[Na+].ClC=1C=C(C=CC1OC)C1=CC(=NC=N1)C(=O)NC=1C=NN(C(C1)=O)C 6-(3-Chloro-4-methoxyphenyl)-N-(1-methyl-6-oxo-1,6-dihydropyridazin-4-yl)pyrimidine-4-carboxamide Sodium hydride